ClC1=NC=C(C(=N1)NC1CC[Si](CC1)(C)C)OCC1=CC=C(C=C1)OC 2-Chloro-N-(1,1-dimethylsilinan-4-yl)-5-((4-methoxybenzyl)oxy)pyrimidin-4-amine